CN(CCN(C1=C(C=C(C(=C1)OC)NC=1N=CC2=C(N1)N(C(C(=C2)C2=CC=C(C=C2)OC)=O)C)NC(C=C)=O)C)C N-(2-((2-(dimethylamino)ethyl)(methyl)amino)-4-methoxy-5-((6-(4-methoxyphenyl)-8-methyl-7-oxo-7,8-dihydropyrido[2,3-d]pyrimidin-2-yl)amino)phenyl)acrylamide